(S)-2-((S)-6,8-difluoro-1,2,3,4-tetrahydronaphthalen-2-ylamino)-N-(1-(2-methyl-1-(neopentylamino)propan-2-yl)-1H-imidazol-4-yl)pentanamide FC=1C=C2CC[C@@H](CC2=C(C1)F)N[C@H](C(=O)NC=1N=CN(C1)C(CNCC(C)(C)C)(C)C)CCC